C(#N)C1=C(C=CC(=N1)[C@@H]1CC[C@H](CC1)CN(C(=O)[C@@H]1CC[C@H](CC1)O)C1=CC(=CC=C1)C1=CN=C(S1)C1CC1)OC trans-N-((trans-4-(6-Cyano-5-methoxypyridin-2-yl)cyclohexyl)methyl)-N-(3-(2-cyclopropylthiazol-5-yl)phenyl)-4-hydroxycyclohexanecarboxamide